C(C)(C)C1=C(NC2=CC=C(C=C12)OC1CCNCC1)C=1C=C(C(N(C1)C)=O)C 5-(3-isopropyl-5-(piperidin-4-yloxy)-1H-indol-2-yl)-1,3-dimethylpyridin-2(1H)-one